Cl[Ru-](C1=C(C=CC(=C1)C)C(C)C)Cl dichloro(p-cymenyl)ruthenium(II)